COC1=NC=C(C=N1)C=1N=C(NC(C1)=O)C=1C=C(CNC(C(C)C)=O)C=CC1C(F)(F)F N-[3-(2'-methoxy-6-oxo-1,6-dihydro-[4,5'-bipyrimidinyl]-2-yl)-4-(trifluoromethyl)benzyl]isobutyramide